C1(=CC=CC=C1)C=1C(=C(C(=C2C=CC=CC12)C1=CC=CC2=CC=CC=C12)O)C1=CC=CC=C1 bis-phenyl-binaphthol